(R)-1-(2-(4-(8-bromo-7-fluoro-1H-imidazo[4,5-c]quinolin-1-yl)butoxy)-5-fluorophenyl)ethylcarbamic acid tert-butyl ester C(C)(C)(C)OC(N[C@H](C)C1=C(C=CC(=C1)F)OCCCCN1C=NC=2C=NC=3C=C(C(=CC3C21)Br)F)=O